6-(pyridazin-4-yl)-N-(2-(4-(((5-(trifluoromethyl)-1H-indol-2-yl)methyl)amino)butoxy)ethyl)-1H-indazol-4-amine N1=NC=C(C=C1)C=1C=C(C=2C=NNC2C1)NCCOCCCCNCC=1NC2=CC=C(C=C2C1)C(F)(F)F